N-benzyl-6-chloro-3-cyclopentyl-[1,2,4]triazolo[4,3-b]pyridazin-8-amine C(C1=CC=CC=C1)NC=1C=2N(N=C(C1)Cl)C(=NN2)C2CCCC2